N1C[C@H](CCC1)C#N (S)-piperidine-3-carbonitrile